FC1=C(CN2[C@@H](CCC2=O)CC(=O)N[C@H](C(C)C)C(=O)N[C@@H](C(C)C)C(=O)OC)C=CC=C1F Methyl (2-((S)-1-(2,3-difluorobenzyl)-5-oxopyrrolidin-2-yl)acetyl)-D-valyl-L-valinate